CC1=C(OC=C1)C(=O)N1CCC(CC1)NC(=O)NC1=CC=C(C=C1)C(F)(F)F 1-(1-(3-methylfuran-2-carbonyl)piperidin-4-yl)-3-(4-(trifluoromethyl)phenyl)urea